di-tert-butyl-[2',4',6'-tris(prop-2-yl)-[1,1'-biphenyl]-2-yl]Phosphine C(C)(C)(C)P(C1=C(C=CC=C1)C1=C(C=C(C=C1C(C)C)C(C)C)C(C)C)C(C)(C)C